N-[[3-[[(1R)-1-[3,6-dimethyl-2-(2-methylindol-5-yl)-4-oxo-benzopyran-8-yl]ethyl]amino]-6-methyl-pyridine-2-carbonyl]amino]carbamic acid tert-butyl ester C(C)(C)(C)OC(NNC(=O)C1=NC(=CC=C1N[C@H](C)C1=CC(=CC=2C(C(=C(OC21)C=2C=C1C=C(NC1=CC2)C)C)=O)C)C)=O